P(=O)(OCCCCCC(C)C)(OCCCCCCCCCCCC)[O-] isooctyl dodecyl phosphate